tert-butyl ((S)-1-(3-((3-(difluoromethyl)-1-((1r,4S)-4-formylcyclohexyl)-1H-pyrazol-4-yl) carbamoyl) pyrazolo[1,5-a]pyrimidin-5-yl) piperidin-3-yl)carboxylate FC(C1=NN(C=C1NC(=O)C=1C=NN2C1N=C(C=C2)N2C[C@H](CCC2)C(=O)OC(C)(C)C)C2CCC(CC2)C=O)F